2-[[6-[5-chloro-3-[1-[(1-isopropyl-4-piperidyl)methyl]pyrazol-4-yl]quinoxalin-6-yl]oxy-2-methyl-benzimidazol-1-yl]methoxy]ethyl-trimethyl-silane ClC1=C2N=C(C=NC2=CC=C1OC=1C=CC2=C(N(C(=N2)C)COCC[Si](C)(C)C)C1)C=1C=NN(C1)CC1CCN(CC1)C(C)C